C(CCCCCCCCCCC)(=O)O.OCC(O)CO.OCC(O)CO diglycerol α-monolaurate